Cl.NC/C(/CN1N=CN(C1=O)CC1=CC=C(S1)N1C(C2=CC=CC=C2C1)=O)=C\F [5-(1-[(2E)-2-(aminomethyl)-3-fluoroprop-2-en-1-yl]-5-oxo-1,5-dihydro-4H-1,2,4-triazol-4-ylmethyl)thiophen-2-yl]-2,3-dihydro-1H-isoindol-1-one hydrochloride